N-(4-bromonaphthalen-1-yl)-1-hydroxy-2-naphthalenamide BrC1=CC=C(C2=CC=CC=C12)NC(=O)C1=C(C2=CC=CC=C2C=C1)O